(S)-7-ethoxy-6-methoxy-1-(2-(5-cyano-1H-indol-3-yl)ethyl)-3,4-dihydroisoquinoline-2(1H)-formaldehyde C(C)OC1=C(C=C2CCN([C@H](C2=C1)CCC1=CNC2=CC=C(C=C12)C#N)C=O)OC